P(OC)(OC)(SC)=O O,O,S-Trimethyl phosphorothioate